C(C)N1N=C2C(C(NCC23CC3)=O)=C1 2-ethylspiro[5,6-dihydropyrazolo[4,3-c]pyridine-7,1'-cyclopropane]-4-one